C(=CCCC)N[C@@H](C)C(=O)O (S)-pentenyl-alanine